4-(1-(2-Chloro-4-((((1R,2R)-2-hydroxycyclohexyl)amino)methyl)phenyl)-1H-pyrazol-4-yl)-2-((1-(methylsulfonyl)piperidin-4-yl)amino)pyrimidine-5-carbonitrile ClC1=C(C=CC(=C1)CN[C@H]1[C@@H](CCCC1)O)N1N=CC(=C1)C1=NC(=NC=C1C#N)NC1CCN(CC1)S(=O)(=O)C